ethyl (2Z)-3-(2-bromo-6-fluoro-phenyl)-2-hydrazinylidene-3-oxo-propanoate BrC1=C(C(=CC=C1)F)C(/C(/C(=O)OCC)=N/N)=O